1-(2-methyl-3-(trifluoromethyl)phenyl)ethan-1-one CC1=C(C=CC=C1C(F)(F)F)C(C)=O